[C@@H]1([C@H](O)[C@@H](O)[C@H](O)[C@H](O1)CO)O[C@@H]1[C@H](C(O)O[C@@H]([C@H]1O)CO)O β-D-glucopyranosyl-(1→3)-D-glucopyranose